azolesulfonic acid N1C(=CC=C1)S(=O)(=O)O